ClC=1N=C(C2=C(N1)C=C(N2COCC[Si](C)(C)C)C)OCC=2C=NC(=C(C2)F)C=2N(C=C(N2)C(F)(F)F)C 2-[[2-chloro-4-[[5-fluoro-6-[1-methyl-4-(trifluoromethyl)imidazol-2-yl]-3-pyridyl]methoxy]-6-methyl-pyrrolo[3,2-d]pyrimidin-5-yl]methoxy]ethyl-trimethyl-silane